((tert-butyldimethylsilyl) oxy)-7-chloronaphthalen-2-yl trifluoromethanesulfonate FC(S(=O)(=O)OC1=C(C2=CC(=CC=C2C=C1)Cl)O[Si](C)(C)C(C)(C)C)(F)F